(+-)-(4Z)-4,8-dimethyl-4,9-decadienal C/C(/CCC=O)=C/CC[C@H](C=C)C |r|